3-fluoro-phenylbenzoic acid FC=1C=C(C=CC1)C1=C(C(=O)O)C=CC=C1